ClC1=CC=C(C=C1)[C@H](CC1=NOC(=N1)CN1N=CC(=C(C1=O)C)C1=NNC=N1)O (S)-2-((3-(2-(4-chlorophenyl)-2-hydroxyethyl)-1,2,4-oxadiazol-5-yl)methyl)-4-methyl-5-(1H-1,2,4-triazol-3-yl)pyridazin-3(2H)-one